NC1=C(C(N(N=C1)CC1=NC(=NO1)C[C@H](O)C1=CC=C(C=C1)CC)=O)C (S)-5-amino-2-((3-(2-(4-ethylphenyl)-2-hydroxyethyl)-1,2,4-oxadiazol-5-yl)methyl)-4-methylpyridazin-3(2H)-one